3-(2-benzoimidazolyl)-7-(Diethylamino)coumarin N1=C(NC2=C1C=CC=C2)C=2C(OC1=CC(=CC=C1C2)N(CC)CC)=O